(styrene-acrylate) silicon [Si+4].C(=CC1=CC=CC=C1)C=CC(=O)[O-].C(=CC1=CC=CC=C1)C=CC(=O)[O-].C(=CC1=CC=CC=C1)C=CC(=O)[O-].C(=CC1=CC=CC=C1)C=CC(=O)[O-]